CCCCC1=CC=C[CH]1.C1=C[CH]C=C1.[Fe] n-Butylferrocene